p-Azido-Benzyl Bromide N(=[N+]=[N-])C1=CC=C(CBr)C=C1